3-(isocyanatomethyl)-5-methyl-1,2-oxazole (S)-ethyl-2-(3-(3-((1-cyclopropylethyl)carbamoyl)-1H-pyrazol-5-yl)phenyl)oxazole-5-carboxylate C(C)OC(=O)C1=CN=C(O1)C1=CC(=CC=C1)C1=CC(=NN1)C(N[C@@H](C)C1CC1)=O.N(=C=O)CC1=NOC(=C1)C